C(#N)C=1C(=NN2C1NC1=C(CC2)C=C(C=C1)N1CCN(CC1)C(=O)OC(C)(C)C)C1=CC=C(C=C1)C(NC1=NC=CC(=C1)C(F)(F)F)=O tert-butyl 4-(3-cyano-2-(4-((4-(trifluoromethyl)pyridin-2-yl)carbamoyl)phenyl)-9,10-dihydro-4H-benzo[d]pyrazolo[1,5-a][1,3]diazepin-7-yl)piperazine-1-carboxylate